5-cyano-1-methyl-1H-pyrrole-2-carboxamide C(#N)C1=CC=C(N1C)C(=O)N